(R or S)-1-(1-(6-chloropyrimidin-4-yl)-1H-indazol-6-yl)spiro[2.2]pentane-1-carbonitrile ClC1=CC(=NC=N1)N1N=CC2=CC=C(C=C12)[C@]1(CC12CC2)C#N |o1:16|